C(CCCCCCC)C(COC(CC1CC(C1)NCCCCCCCC(=O)OCC(CCCCCCCCC)CCCCCCCCC)=O)CCCCCCCC 2-nonylundecyl 8-{[(1r,3r)-3-{2-[(2-octyldecyl)oxy]-2-oxoethyl}cyclobutyl]amino}octanoate